2-chloro-8-thiomorpholino-7,8-dihydro-1,6-naphthyridin ClC1=NC=2C(CN=CC2C=C1)N1CCSCC1